allylpyridine C(C=C)C1=NC=CC=C1